2-methyl-2-propanyl [5-(5-{2-[5-chloro-2-(1H-tetrazol-1-yl)phenyl]-4-oxo-4,6,7,8-tetrahydropyrrolo[1,2-a]pyrimidin-6-yl}-1H-imidazol-2-yl)-6-fluoro-2-pyridinyl]carbamate ClC=1C=CC(=C(C1)C=1N=C2N(C(C1)=O)C(CC2)C2=CN=C(N2)C=2C=CC(=NC2F)NC(OC(C)(C)C)=O)N2N=NN=C2